4-Nitrophenyl-sulfonic acid 6-chloropyrido[2,3-b]pyrazin-2-yl ester ClC=1C=CC=2C(=NC=C(N2)OS(=O)(=O)C2=CC=C(C=C2)[N+](=O)[O-])N1